tert-butyl 4-(8-fluoro-2-(((2R,7aS)-2-fluorohexahydro-1H-pyrrolizin-7a-yl)methoxy)-7-(tributylstannyl)pyrido[4,3-d]pyrimidin-4-yl)piperazine-1-carboxylate FC1=C(N=CC2=C1N=C(N=C2N2CCN(CC2)C(=O)OC(C)(C)C)OC[C@]21CCCN1C[C@@H](C2)F)[Sn](CCCC)(CCCC)CCCC